Ethyl (S)-3-((tert-butoxycarbonyl)amino)-3-(4'-fluoro-2'-(hex-5-en-1-yl)-6'-methyl-5-(trifluoromethyl)-[1,1'-biphenyl]-3-yl)propanoate C(C)(C)(C)OC(=O)N[C@@H](CC(=O)OCC)C=1C=C(C=C(C1)C(F)(F)F)C1=C(C=C(C=C1C)F)CCCCC=C